1,1,1-trifluoro-2,2-bis(2,3-dimethyl-4-aminophenyl)ethane FC(C(C1=C(C(=C(C=C1)N)C)C)C1=C(C(=C(C=C1)N)C)C)(F)F